C(C)(C)(C)OC(=O)N1CCN(CC1)C=1C=C2CN(C(C2=CC1)=O)[C@@H](CCC(=O)OC(C)(C)C)C(N)=O 4-[2-[(1S)-4-tert-butoxy-1-carbamoyl-4-oxo-butyl]-1-oxo-isoindolin-5-yl]piperazine-1-carboxylic acid tert-butyl ester